FC(S(=O)(=O)N1CC(CCC1)N)F 1-((difluoromethyl)sulfonyl)piperidin-3-amine